NC=1N=C(C2=C(N1)C=CN2CC2=C(C=C(C=C2)COCC(=O)OCC)OC)Cl Ethyl 2-{[4-({2-amino-4-chloro-5H-pyrrolo[3,2-d]pyrimidin-5-yl}methyl)-3-methoxyphenyl]methoxy}acetate